7-methyl-2-((4-chlorobenzyl)sulfinyl)benzo[d]oxazole CC1=CC=CC=2N=C(OC21)S(=O)CC2=CC=C(C=C2)Cl